C(C)(C)(C)N1N=C(C(=C1N)F)[C@@H]1C[C@@H](CC1)O[Si](C1=CC=CC=C1)(C1=CC=CC=C1)C(C)(C)C 1-(tert-butyl)-3-((1S,3R)-3-((tert-butyldiphenylsilyl)oxy)cyclopentyl)-4-fluoro-1H-pyrazol-5-amine